CN1CC(OB(OC(C1)=O)CC#CCCCOC1=CC=C(C#N)C=C1)=O 4-((6-(6-methyl-4,8-dioxo-1,3,6,2-dioxazaborocan-2-yl)hex-4-yn-1-yl)oxy)benzonitrile